FC(C(C(=O)N1C[C@H]2OC3=C([C@@H]1C2)C=NC=C3C#CCC3=CC=CC=C3)(C)C)F 3,3-difluoro-2,2-dimethyl-1-((2S,5S)-9-(3-phenylprop-1-yn-1-yl)-2,3-dihydro-2,5-methanopyrido[3,4-f][1,4]oxazepin-4(5H)-yl)propan-1-one